Beryllium deuterid [2H-].[Be+2].[2H-]